C(#N)[C@H](CC1=CC=C(C=C1)C=1C=CC2=C(N(C(O2)=O)C)C1)NC(=O)[C@H]1OCCCCN(C1)C(=O)OC(C)(C)C tert-butyl (2S)-2-{[(1S)-1-cyano-2-[4-(3-methyl-2-oxo-1,3-benzoxazol-5-yl)phenyl]ethyl]carbamoyl}-1,4-oxazocane-4-carboxylate